p-menthen-3-one C1(CC(C(=CC1)C(C)C)=O)C